ethyl 2-(5-(3-(dimethylamino)prop-1-yn-1-yl)-2-oxo-4-(trifluoromethyl)pyridin-1(2H)-yl)-4-methylpentanoate CN(CC#CC=1C(=CC(N(C1)C(C(=O)OCC)CC(C)C)=O)C(F)(F)F)C